NCC=1C=NC(=NC1)C1=C(C=C(C#N)C=C1)OC=1N(N=C(C1)C=1N=CSC1C)C 4-[5-(aminomethyl)pyrimidin-2-yl]-3-[2-methyl-5-(5-methyl-1,3-thiazol-4-yl)pyrazol-3-yl]oxybenzonitrile